FCCCCCCC1=CC(=C(C=C1OC)CC(C)N)OC 1-(4-(6-fluorohexyl)-2,5-dimethoxyphenyl)propan-2-amine